5-(tert-butyl)-N-(4-(2-(cyclopropanecarboxamido)-5-fluoropyridin-4-yl)-3-fluoro-2-methylbenzyl)-1,2,4-oxadiazole-3-carboxamide C(C)(C)(C)C1=NC(=NO1)C(=O)NCC1=C(C(=C(C=C1)C1=CC(=NC=C1F)NC(=O)C1CC1)F)C